8-(difluoromethyl)-3-iodoimidazo[1,2-a]pyridine FC(C=1C=2N(C=CC1)C(=CN2)I)F